N-(2-(2-(((6-methylpyridin-3-yl)methyl)amino)-5-oxo-5,7-dihydro-6H-pyrrolo[3,4-b]pyridin-6-yl)ethyl)propionamide CC1=CC=C(C=N1)CNC1=CC=C2C(=N1)CN(C2=O)CCNC(CC)=O